2-(4-methyl-7-((1S,2S,5R)-8-methyl-8-azabicyclo[3.2.1]octan-2-yl)-7H-imidazo-[4,5-c]pyridazin-3-yl)-5-(trifluoromethyl)phenol CC=1C2=C(N=NC1C1=C(C=C(C=C1)C(F)(F)F)O)N(C=N2)[C@@H]2[C@@H]1CC[C@H](CC2)N1C